N-((1s,3s)-3-((4-((3,4-dichloro-2-fluorophenyl)amino)-7-methoxyquinazolin-6-yl)oxy)cyclobutyl)acrylamide ClC=1C(=C(C=CC1Cl)NC1=NC=NC2=CC(=C(C=C12)OC1CC(C1)NC(C=C)=O)OC)F